2-[[4-[4-Methyl-piperazin-1-yl]-6-[3-(acetylamino)-1-pyrrolidinyl]-2-pyrimidinyl]amino]-4-methyl-5-thiazolecarboxylic acid, ethyl ester CN1CCN(CC1)C1=NC(=NC(=C1)N1CC(CC1)NC(C)=O)NC=1SC(=C(N1)C)C(=O)OCC